BrC=1SC(=CN1)F 2-bromo-5-fluoro-1,3-thiazole